CC1=NC(=CC(=C1)C=1NC2=CC=C(C=C2C1C(C)C)C1CCN(CC1)CC(=O)N1CCC2(COC2)CC1)C 2-(4-(2-(2,6-dimethylpyridin-4-yl)-3-isopropyl-1H-indol-5-yl)piperidin-1-yl)-1-(2-oxa-7-azaspiro[3.5]non-7-yl)ethan-1-one